ClC1=CC=C2C(=CNC2=C1C1=NC=CC(=C1)OC)S(=O)(=O)NC=1C=NN(C1Cl)C(F)F 6-chloro-N-(5-chloro-1-(difluoromethyl)-1H-pyrazol-4-yl)-7-(4-methoxypyridin-2-yl)-1H-indole-3-sulfonamide